5-(cyclohex-1-en-1-yl)-2-(2,4-difluorophenoxy)-6H-pyrimido[1,6-b]pyridazin-6-one C1(=CCCCC1)C=1C(N=CN2N=C(C=CC21)OC2=C(C=C(C=C2)F)F)=O